6-(3-((13S,15R,E)-17-(hydroxyimino)-13-methyl-7,8,9,11,12,13,14,15,16,17-decahydro-6H-cyclopenta[a]phenanthren-15-yl)propanamido)-N,N-dimethylnicotinamide O\N=C\1/C[C@H](C2C3CCC=4C=CC=CC4C3CC[C@]12C)CCC(=O)NC1=NC=C(C(=O)N(C)C)C=C1